BrCC(=O)C(Br)I 1,3-dibromo(iodo)acetone